2,5-dichloro-N-(2-methyl-6-nitrophenyl)pyrimidin-4-amine ClC1=NC=C(C(=N1)NC1=C(C=CC=C1[N+](=O)[O-])C)Cl